2-(4-dihydroxyboryl-butyl)pyrrolidine-2-carboxylic acid OB(CCCCC1(NCCC1)C(=O)O)O